[O-2].[Zn+2].[In+3].[Hf+4] hafnium Indium zinc Oxide